C1(CC1)C#CC1=CC=C(C(=O)N[C@H](C(=O)NO)[C@](C(F)F)(C)O)C=C1 4-(cyclopropylethynyl)-N-((2S,3S)-4,4-difluoro-3-hydroxy-1-(hydroxyamino)-3-methyl-1-oxobutan-2-yl)benzamide